2-chloro-N-(2-chloropyrimidine-5-carbonyl)-N-(2'-(4,4-difluorocyclohexyl)-3-fluoro-[2,4'-bipyridin]-3'-yl)pyrimidine-5-carboxamide ClC1=NC=C(C=N1)C(=O)N(C=1C(=NC=CC1C1=NC=CC=C1F)C1CCC(CC1)(F)F)C(=O)C=1C=NC(=NC1)Cl